stearoyl-dimethylpentylammonium chloride [Cl-].C(CCCCCCCCCCCCCCCCC)(=O)[N+](CCCCC)(C)C